C(N)(=O)C1(SOCC1)NC(=O)C1=C(OC2=C1C=C(C=C2)OCC(F)F)C N-(3-carbamoyl-oxathiolan-3-yl)-5-(2,2-difluoroethoxy)-2-methyl-1-benzofuran-3-carboxamide